C1(=CC=CC(=C1)C(=O)O)C1=CC=CC(=C1)C(=O)O biphenyl-5,5'-dicarboxylic acid